C(C)(C)(C)OC(=O)N1C[C@H]([C@@H](C1)O)NC(=O)OCC1=CC=CC=C1 trans-3-[[(benzyloxy)carbonyl]amino]-4-hydroxypyrrolidine-1-carboxylic acid tert-butyl ester